4-(5-fluoro-7-methyl-benzoimidazol-1-yl)-aniline FC1=CC2=C(N(C=N2)C2=CC=C(N)C=C2)C(=C1)C